(S)-N-((S)-4-AMINO-1-((4-CHLORO-2-CYANO-5-METHYLPHENYL)AMINO)-1-OXOBUTAN-2-YL)-2-(4-(2,2-DIMETHYLPIPERIDIN-1-YL)-4-OXOBUTANOYL)-1,2,3,4-TETRAHYDROISOQUINOLINE-3-CARBOXAMIDE NCC[C@@H](C(=O)NC1=C(C=C(C(=C1)C)Cl)C#N)NC(=O)[C@H]1N(CC2=CC=CC=C2C1)C(CCC(=O)N1C(CCCC1)(C)C)=O